FC(OC1=CC2=C(N=C(S2)N)C=C1)(F)F 6-(trifluoromethoxy)-2-benzothiazolamine